N-cyclopropyl-3-fluoro-2-[3-[(trans)-2-[6-(3-pyrrolidin-1-ylpropyl)-2-pyridyl]vinyl]-1-Tetrahydropyran-2-yl-indazol-6-yl]sulfanylbenzamide C1(CC1)NC(C1=C(C(=CC=C1)F)SC1=CC=C2C(=NN(C2=C1)C1OCCCC1)\C=C\C1=NC(=CC=C1)CCCN1CCCC1)=O